FC(C)(F)C=1C=CC(=NC1)C1CCN(CC1)C(=O)N1C[C@@H]2[C@@H](OCC(N2)=O)CC1 (-)-cis-6-(4-(5-(1,1-Difluoroethyl)pyridin-2-yl)piperidine-1-carbonyl)hexahydro-2H-pyrido[4,3-b][1,4]oxazin-3(4H)-one